ClC1=C(CN2N=C(N=C2)C(=O)NC2C=3N(C4=C(OC2)C=CC=C4)C=CC3)C(=CC=C1)Cl 1-(2,6-dichlorobenzyl)-N-(6,7-dihydrobenzo[b]pyrrolo[1,2-d][1,4]oxazepin-7-yl)-1H-1,2,4-triazole-3-carboxamide